COC1=C2C(=CNC2=CC=C1)C(C(N(C)C)([2H])[2H])C 2-(4-methoxy-1H-indol-3-yl)-N,N-dimethylpropan-amine-1,1-d2